(1aR,5aR)-2-(2,4-Difluoro-phenyl)-1a,2,5,5a-tetrahydro-1H-2,3-diaza-cyclopropa[a]pentalene-4-carboxylic Acid ((1R,2R)-2-Amino-cyclohexyl)-amide N[C@H]1[C@@H](CCCC1)NC(=O)C=1C=2C[C@@H]3[C@H](C2N(N1)C1=C(C=C(C=C1)F)F)C3